hexadeca-2,4,6,10,12,14-hexaene CC=CC=CC=CCCC=CC=CC=CC